C1(OC(C(CC)O1)CC)=O 1,2-diethylethylene carbonate